(E)-3-[({7-[3-(dimethylamino)acryloyl]-2,3-dihydrofuro[3,2-b]pyridin-6-yl}oxy)methyl]-3-methylazetidine-1-carboxylic acid tert-butyl ester C(C)(C)(C)OC(=O)N1CC(C1)(C)COC=1C(=C2C(=NC1)CCO2)C(\C=C\N(C)C)=O